ClC=1C(=NC(=NC1)NC=1C=C2C=CNC2=CC1)NC=1C=NC(=CC1)OC 5-Chloro-N2-(1H-indol-5-yl)-N4-(6-methoxypyridin-3-yl)pyrimidine-2,4-diamine